10-trimethoxysilyl-1,4,7-Triazadecane CO[Si](CCCNCCNCCN)(OC)OC